BrCC(=O)C1=CC2=C(NC(CCC2)=O)C=C1C 7-(2-bromoacetyl)-8-methyl-1,3,4,5-tetrahydro-2H-benzo[b]azepin-2-one